3,4,5,6-tetrachloro-phenol ClC=1C=C(C(=C(C1Cl)Cl)Cl)O